[Cl-].C(C=C)(=O)OCCCCCCCCCCCCCCCC[N+]1=CC=CC=C1 acryloyl-oxyhexadecyl-pyridinium chloride